ClC1=CC2=C(N=CN(C2=O)[C@H](CO)C)C(=N1)N1C=NC=C1 (S)-6-chloro-3-(1-hydroxypropan-2-yl)-8-(1H-imidazol-1-yl)pyrido[3,4-d]pyrimidin-4(3H)-one